CC1=CC(=CC2=C1C(=C(CCC2)Br)C2=CC(=CC=C2)OC2CN(C2)CCCF)C(=O)OC[C@@H]2C=C[C@@H](C2)N2C1=NC(=NC=C1N=C2)N ((1S,4R)-4-(2-amino-9H-purin-9-yl)cyclopent-2-en-1-yl)methanol methyl-8-bromo-9-(3-((1-(3-fluoropropyl)azetidin-3-yl)oxy)phenyl)-6,7-dihydro-5H-benzo[7]annulene-3-carboxylate